6-methoxy-2-methyl-1,5-naphthyridine-4-thiol COC=1N=C2C(=CC(=NC2=CC1)C)S